(rac)-benzyl trans-3-azido-1-(N-(2-(benzyloxy)ethyl)sulfamoyl)-4-(3-(4,4,5,5-tetramethyl-1,3,2-dioxaborolan-2-yl)propyl)pyrrolidine-3-carboxylate N(=[N+]=[N-])[C@@]1(CN(C[C@H]1CCCB1OC(C(O1)(C)C)(C)C)S(NCCOCC1=CC=CC=C1)(=O)=O)C(=O)OCC1=CC=CC=C1 |r|